C(C)(C)(C)OC(=O)N(C1=C(C(=NN1[C@H]1C[C@H](N(C1)C(=O)OC(C)(C)C)CF)C#C)C(N)=O)C Tert-butyl (2S,4S)-4-{5-[(tert-butoxycarbonyl)(methyl)amino]-4-carbamoyl-3-ethynylpyrazol-1-yl}-2-(fluoromethyl)pyrrolidine-1-carboxylate